COC=1C=C(C=C(C1C(NCC(F)(F)F)=O)OC)C1=CN=C2N1C=CC(=C2)C=2C=NN(C2)CC(=O)OCC2OCCC2 tetrahydrofuran-2-ylmethyl 2-[4-[3-[3,5-dimethoxy-4-(2,2,2-trifluoro-ethylcarbamoyl) phenyl]imidazo[1,2-a]pyridin-7-yl]pyrazol-1-yl]acetate